COC=1C=C2CCCCC2=CC1 6-methoxy-3,4-dihydro-2H-naphthalen